4-chloro-6-fluoropyridine ClC1=CC=NC(=C1)F